((3aS,4R,6S,6aS)-6-(4-aminopyrrolo[2,1-f][1,2,4]triazin-7-yl)-4-cyano-2,2-dimethyltetrahydrofuro[3,4-d][1,3]dioxol-4-yl)methyl 3,3-dimethylcyclobutane-1-carboxylate CC1(CC(C1)C(=O)OC[C@]1(O[C@H]([C@@H]2OC(O[C@@H]21)(C)C)C2=CC=C1C(=NC=NN12)N)C#N)C